Cl.FC(C1=CC=C2CCNCC2=C1)(C=1C=NC(=CC1)C(F)(F)F)F 7-(difluoro(6-(trifluoromethyl)pyridin-3-yl)methyl)-1,2,3,4-tetrahydroisoquinoline hydrochloride